6-[5-carboxypentyl (3-sulfonatopropyl) amino]-1,1-dimethyl-3-oxo-2H-xanthene-4-sulfonate C(=O)(O)CCCCCN(C=1C=C2OC3=C(C(CC(C3=CC2=CC1)(C)C)=O)S(=O)(=O)[O-])CCCS(=O)(=O)[O-]